(S)-5-amino-4-(5-(4-(dimethoxymethyl)piperidin-1-yl)-6-fluoro-1,3-dioxoisoindolin-2-yl)-5-oxopentanoic acid tert-butyl ester C(C)(C)(C)OC(CC[C@@H](C(=O)N)N1C(C2=CC(=C(C=C2C1=O)N1CCC(CC1)C(OC)OC)F)=O)=O